2-chlorophenyl β-D-galactopyranoside O([C@H]1[C@H](O)[C@@H](O)[C@@H](O)[C@H](O1)CO)C1=C(C=CC=C1)Cl